(2-(3-((1H-pyrrolo[3,2-b]pyridin-5-yl)oxy)phenyl)-1H-imidazol-5-yl)(1-methyl-1H-pyrazol-5-yl)methanol N1C=CC2=NC(=CC=C21)OC=2C=C(C=CC2)C=2NC(=CN2)C(O)C2=CC=NN2C